2-[4,7-dichloro-6-[4-[rac-(3R,4R)-1-ethyl-3-fluoro-4-piperidinyl]phenyl]indazol-2-yl]-2-[(6R)-6-fluoro-6,7-dihydro-5H-pyrrolo[1,2-c]imidazol-1-yl]-N-thiazol-2-yl-acetamide ClC=1C2=CN(N=C2C(=C(C1)C1=CC=C(C=C1)[C@@H]1[C@H](CN(CC1)CC)F)Cl)C(C(=O)NC=1SC=CN1)C1=C2N(C=N1)C[C@@H](C2)F |&1:16,17|